4-[3-[(3R,9aS)-3-(3,4-difluorophenyl)-3-hydroxy-1,4,6,7,9,9a-hexahydropyrazino[2,1-c][1,4]oxazine-8-carbonyl]-2-chlorophenyl]-1H-pyrrole-2-carbonitrile FC=1C=C(C=CC1F)[C@@]1(CN2[C@H](CO1)CN(CC2)C(=O)C=2C(=C(C=CC2)C=2C=C(NC2)C#N)Cl)O